N1C(=CC=2C=NC=CC21)CC(C(=O)N)C=2C(=NC=C(C2)N)C2=CC=CC=C2 ((1H-pyrrolo[3,2-c]pyridin-2-yl)methyl)-2-(5-amino-2-phenylpyridin-3-yl)acetamide